3-[2-({2-[2-(2,3-dihydroxypropoxy)phenyl]pyrimidin-4-yl}methoxy)phenyl]propanoic acid OC(COC1=C(C=CC=C1)C1=NC=CC(=N1)COC1=C(C=CC=C1)CCC(=O)O)CO